C[Si](C)(C)C=[N+]=[N-] trimethylsilyl-Diazomethane